C(C1=CC=CC=C1)OC=1C(=NC=C(N1)C1CC1)I 3-(benzyloxy)-5-cyclopropyl-2-iodopyrazine